O1CCN(CC1)CN1C=CC=2C(=NC=3C=C(C=CC3C21)C2=NNC=C2)N (morpholinomethyl)-7-(1H-pyrazol-3-yl)-1H-pyrrolo[3,2-c]quinolin-4-amine